FC(OC=1C=2N(C=C(C1)C(F)(F)F)C[C@]1(N2)CCOC2=C(C(=CC=C21)O)F)F (S)-8'-(difluoromethoxy)-8-fluoro-6'-(trifluoromethyl)-3'H-spiro[chroman-4,2'-imidazo[1,2-a]pyridin]-7-ol